(3,3-bis(2-silylethyl)pentane-1,5-diyl)bis(silane) [SiH3]CCC(CC[SiH3])(CC[SiH3])CC[SiH3]